NC=1C2=C(SC1)C=CC=C2 3-aminobenzo[b]thiophene